FC=1C(=NC(=NC1)NC1=CC=C2CCNC(C2=C1)C(C)C)NC1CCN(CC1)S(=O)(=O)C 5-fluoro-N2-(1-isopropyl-1,2,3,4-tetrahydroisoquinolin-7-yl)-N4-(1-(methylsulfonyl)piperidin-4-yl)pyrimidine-2,4-diamine